The molecule is a (4Z,7Z,10Z,13Z,19Z)-16,17-epoxydocosapentaenoate in which the chiral centres at positions 16 and 17 both have S-configuration. An intermediate of specialised proresolving mediators It is a conjugate base of a (16S,17S)-epoxy-(7Z,10Z,12E,14E,19Z)-docosapentaenoic acid. CC/C=C\\C[C@H]1[C@@H](O1)/C=C/C=C/C=C\\C/C=C\\CCCCCC(=O)[O-]